FC(N1N=C(C=C1)C1=NN=C(O1)C(=O)N1[C@@H](C2=C(CC1)NC=N2)C2=NN1C(C(=CC=C1)OC(F)(F)F)=C2)F (S)-(5-(1-(difluoromethyl)-1H-pyrazol-3-yl)-1,3,4-oxadiazol-2-yl)(4-(4-(trifluoromethoxy)pyrazolo[1,5-a]pyridin-2-yl)-6,7-dihydro-1H-imidazo[4,5-c]pyridin-5(4H)-yl)methanone